CC1(C(NCCC1)COC=1C=C2COC(C2=CC1)=O)C 5-((3,3-dimethylpiperidin-2-yl)methoxy)isobenzofuran-1(3H)-one